pentaerythritol-tetrakis{3-(3,5-di-tert-butyl-4-hydroxyphenyl) propionate} C(C)(C)(C)C=1C=C(C=C(C1O)C(C)(C)C)CCC(=O)OCC(COC(CCC1=CC(=C(C(=C1)C(C)(C)C)O)C(C)(C)C)=O)(COC(CCC1=CC(=C(C(=C1)C(C)(C)C)O)C(C)(C)C)=O)COC(CCC1=CC(=C(C(=C1)C(C)(C)C)O)C(C)(C)C)=O